C1(CC1)N1N=C(C2=C1C=NN(C2=O)CC(=O)N[C@@H](C)C2=CC=C(C=C2)C(F)(F)F)C (S)-2-(1-Cyclopropyl-3-methyl-4-oxo-1,4-dihydro-5H-pyrazolo[3,4-d]pyridazin-5-yl)-N-(1-(4-(trifluoromethyl)phenyl)ethyl)acetamid